hexadeca-1-en-7-one C=CCCCCC(CCCCCCCCC)=O